(2,3,6-trifluorobenzyl)(2-((2R,3S,4S,5S)-3,4,5-trihydroxy-6-(4-methoxyphenoxy)tetrahydro-2H-pyran-2-yl)ethyl)phosphinic acid FC1=C(CP(O)(=O)CC[C@H]2OC([C@H]([C@H]([C@@H]2O)O)O)OC2=CC=C(C=C2)OC)C(=CC=C1F)F